O1COC2=NC=C(C=C21)B(O)O [1,3]dioxolo[4,5-b]pyridin-6-ylboronic acid